3,5-dichloro-N-(4-(N-(2-bromophenyl)sulfamoyl)phenyl)benzenesulfonamide Ethyl-1-(3-chloro-6-(3-cyanopropyl)-5-iodopyrazin-2-yl)piperidine-4-carboxylate C(C)OC(=O)C1CCN(CC1)C1=NC(=C(N=C1Cl)I)CCCC#N.ClC=1C=C(C=C(C1)Cl)S(=O)(=O)NC1=CC=C(C=C1)S(NC1=C(C=CC=C1)Br)(=O)=O